COC1=CC=C(CN(S(=O)(=O)[C@H]([C@H](CC=C)C)C2=CC=CC=C2)CC2=CC=C(C=C2)OC)C=C1 (1R,2S)-N,N-BIS(4-METHOXYBENZYL)-2-METHYL-1-PHENYLPENT-4-ENE-1-SULFONAMIDE